ClC=1C=C(C=CC1Cl)C(C1=NN=C(O1)C1CN(CC12CN(C2)C(=O)C2(C(C2)(F)F)C)C(=O)OC(C)(C)C)(F)F tert-butyl 8-(5-((3,4-dichlorophenyl)difluoromethyl)-1,3,4-oxadiazol-2-yl)-2-(2,2-difluoro-1-methylcyclopropane-1-carbonyl)-2,6-diazaspiro[3.4]octane-6-carboxylate